C(C)OC=1C=C(C=CC1C=1NC(C2=C(N1)NN=N2)=O)C2=CC(=CC(=C2)O)C(=O)O 3'-ethoxy-5-hydroxy-4'-(7-oxo-6,7-dihydro-3H-[1,2,3]triazolo[4,5-d]pyrimidin-5-yl)-[1,1'-biphenyl]-3-carboxylic acid